1,2,2,3,4,4-hexamethyl-phosphacyclobutane-1-oxide CP1(C(C(C1(C)C)C)(C)C)=O